N1(C(CCC1)C(=O)OC)C(=O)OC(C)(C)C 1-(tert-butyl) 2-methyl pyrrolidine-1,2-dicarboxylate